6-(2,6-difluoro-4-(2-methyl-2H-indazol-4-yl)benzyl)-N-((1S,2S)-2-hydroxycyclobutyl)-5-oxo-5,6-dihydroimidazo[1,2-c]pyrimidine-8-carboxamide FC1=C(CN2C(N3C(C(=C2)C(=O)N[C@@H]2[C@H](CC2)O)=NC=C3)=O)C(=CC(=C1)C=1C3=CN(N=C3C=CC1)C)F